COC1=C(CC=2C(C3=CC=CC=C3C(C2C)=O)=O)C=C(C=C1)OC 2-(2,5-dimethoxybenzyl)-3-methyl-naphthalene-1,4-dione